6-amino-6'-fluoro-N-{(1S,2S)-2-[(4-{1-[4-(2-hydroxyethyl)piperazin-1-yl]-3,3-dimethyl-2,3-dihydro-1H-inden-5-yl}phenyl)methoxy]cyclopentyl}[3,3'-bipyridine]-5-carboxamide NC1=C(C=C(C=N1)C=1C=NC(=CC1)F)C(=O)N[C@@H]1[C@H](CCC1)OCC1=CC=C(C=C1)C=1C=C2C(CC(C2=CC1)N1CCN(CC1)CCO)(C)C